C(CCC(=O)C)(=O)[O-].CC1=C(C=NC(=C1)C)[C@H]1[NH+](CCC1)C (2S)-2-(4,6-dimethylpyridin-3-yl)-1-methylpyrrolidin-1-ium levulinate